CC1=CC(=C(C(N1)=O)CC=1N(C2=CC=CC=C2C1C(=O)N)C(CC)CC)SC ((6-methyl-4-(methylthio)-2-oxo-1,2-dihydropyridin-3-yl)methyl)-1-(pentan-3-yl)-1H-indole-3-carboxamide